CC1(CC(CCC1)[C@@H](C(=O)NC1=CC=C(C=C1)C=1C(=NNC1C)C)NC(=O)C=1N(N=CC1)C)C N-[(1S)-1-(3,3-dimethylcyclohexyl)-2-[4-(3,5-dimethyl-1H-pyrazol-4-yl)anilino]-2-oxo-ethyl]-2-methyl-pyrazole-3-carboxamide